(S)-1-(2-bromo-4-chlorophenyl)-N-(1-cyanopyrrolidin-3-yl)methanesulfonamide BrC1=C(C=CC(=C1)Cl)CS(=O)(=O)N[C@@H]1CN(CC1)C#N